N-(6-Imidazol-1-yl-2-oxo-1H-pyridin-3-yl)-5-methyl-3-phenyl-isoxazole-4-carboxamide N1(C=NC=C1)C1=CC=C(C(N1)=O)NC(=O)C=1C(=NOC1C)C1=CC=CC=C1